N-(4-((R)-1-(3-amino-5-(trifluoromethyl)phenyl)ethylamino)-6-(pyrrolidin-1-yl)pyrido[3,4-d]pyrimidin-2-yl)-2-aminoacetamide NC=1C=C(C=C(C1)C(F)(F)F)[C@@H](C)NC=1C2=C(N=C(N1)NC(CN)=O)C=NC(=C2)N2CCCC2